Acryl-Nitryl-Butadien C(=O)(C=C)C(=CC=C)[N+](=O)[O-]